4-((1-(naphthalen-2-yl)-1H-indol-4-yl)methyl)morpholine hydrochloride Cl.C1=C(C=CC2=CC=CC=C12)N1C=CC2=C(C=CC=C12)CN1CCOCC1